N-[(6S,7S)-8-acetyl-7-(4-fluorophenyl)-5-oxo-1-propyl-1H,2H,3H,5H,6H,7H-imidazo[1,2-a]pyridin-6-yl]-3-methylbenzamide C(C)(=O)C1=C2N(C([C@H]([C@H]1C1=CC=C(C=C1)F)NC(C1=CC(=CC=C1)C)=O)=O)CCN2CCC